3-(3-hydroxy-3-methylbutyl)-1-methyl-5-((2,5,6-trichloropyrimidin-4-yl)amino)-1,3-dihydro-2H-benzo[d]imidazol-2-one OC(CCN1C(N(C2=C1C=C(C=C2)NC2=NC(=NC(=C2Cl)Cl)Cl)C)=O)(C)C